FC(C=1C=NN(C1)CC1CC2(CN(C2)C(=O)N2CC3(C2)NC(CCC3)=O)C1)(F)F 2-[6-[[4-(trifluoromethyl)pyrazol-1-yl]methyl]-2-azaspiro[3.3]heptane-2-carbonyl]-2,5-diazaspiro[3.5]nonan-6-one